2-fluoro-4-(3-(3-fluoro-4-methoxyphenyl)-8-((pyrrolidin-3-ylmethyl)amino)imidazo[1,2-a]pyrazin-2-yl)benzonitrile FC1=C(C#N)C=CC(=C1)C=1N=C2N(C=CN=C2NCC2CNCC2)C1C1=CC(=C(C=C1)OC)F